BrCCCCCOCC(=O)OCC Ethyl 2-(5-bromopentoxy)acetate